Methyl (3R)-3-azido-4-(2-quinolyl)-butanoate N(=[N+]=[N-])[C@@H](CC(=O)OC)CC1=NC2=CC=CC=C2C=C1